C(C=C)OC(=O)NCCCCCCO 6-(allyloxycarbonylamino)-1-hexanol